7-benzyl-N-phenyl-7H-pyrrolo[2,3-d]pyrimidin-4-amine C(C1=CC=CC=C1)N1C=CC2=C1N=CN=C2NC2=CC=CC=C2